NC=1C2=C(N=CN1)N(C(=C2C2=CC(=C(C=C2)Cl)S(=O)(=O)C)C#CC2CN(C2)[C@@H]2[C@@H](CN(CC2)C(C=C)=O)O)C(C)C 1-((3R,4S)-4-(3-((4-amino-5-(4-chloro-3-(methylsulfonyl)phenyl)-7-isopropyl-7H-pyrrolo[2,3-d]pyrimidin-6-yl)ethynyl)azetidin-1-yl)-3-hydroxypiperidin-1-yl)prop-2-en-1-one